FC=1C=C(C(=NC1)C(=O)N(C)OC)C(F)(F)F 5-fluoro-N-methoxy-N-methyl-3-(trifluoromethyl)pyridineamide